C(#N)C=1C2=C(SC1)C=CC=C2B2OC(C(O2)(C)C)(C)C 3-cyano-4-(4,4,5,5-tetramethyl-1,3,2-dioxaborolan-2-yl)benzo[b]thiophene